2-fluoro-5-methylbenzaldehyde FC1=C(C=O)C=C(C=C1)C